(S)-3-((2-(1-amino-1,3-dihydrospiro[indene-2,4'-piperidin]-1'-yl)-1H-imidazo[4,5-b]pyrazin-5-yl)thio)-4H-pyrido[1,2-a]pyrimidin-4-one N[C@@H]1C2=CC=CC=C2CC12CCN(CC2)C2=NC=1C(=NC=C(N1)SC1=CN=C3N(C1=O)C=CC=C3)N2